(4E)-7-iodo-4-heptenyl acetate C(C)(=O)OCCC\C=C\CCI